6-(imidazo[1,2-a]pyridine-3-carbonyl)-N-(5-(1,1,1-trifluoro-2-methylpropan-2-yl)isoxazol-3-yl)-4,5,6,7-tetrahydrothieno[2,3-c]pyridine-3-carboxamide N=1C=C(N2C1C=CC=C2)C(=O)N2CC1=C(CC2)C(=CS1)C(=O)NC1=NOC(=C1)C(C(F)(F)F)(C)C